1-(5-(3-(2,2-difluoroethyl)-2-methyl-3H-imidazo[4,5-b]pyridin-5-yl)pyrrolo[2,1-f][1,2,4]triazin-2-yl)cyclobutane-1,3-diamine FC(CN1C(=NC=2C1=NC(=CC2)C=2C=CN1N=C(N=CC12)C1(CC(C1)N)N)C)F